4-[[6-(1H-benzimidazol-5-yloxy)pyridazin-3-yl]methyl]morpholine N1C=NC2=C1C=CC(=C2)OC2=CC=C(N=N2)CN2CCOCC2